COC1(CC2(C1)CC(C(CC2)=O)(C)C)C 2-methoxy-2,6,6-trimethylspiro[3.5]nonan-7-one